FC(S(=O)(=O)OC1=CC=C(C=C1)C1=C(C2=CC(=CC=C2CC1)OS(=O)(=O)C(F)(F)F)C1=CC=C(C=C1)N1CCN(CC1)C(C)C)(F)F 4-(1-(4-(4-isopropylpiperazin-1-yl)phenyl)-7-(((trifluoromethyl)sulfonyl)oxy)-3,4-dihydronaphthalene-2-yl)phenyl trifluoromethanesulfonate